tert-butyl (5-methoxypyridazin-3-yl)carbamate COC=1C=C(N=NC1)NC(OC(C)(C)C)=O